2-(pyrimidin-2-yl)-3,5,6,7-tetrahydro-4H-cyclopenta[d]pyrimidin-4-one N1=C(N=CC=C1)C=1NC(C2=C(N1)CCC2)=O